4-((3s,3as)-3-(aminomethyl)-1-oxo-3,3a-dihydro-1h,9h-benzo[e]oxazolo[4,3-b][1,3]oxazin-7-yl)benzonitrile NC[C@@H]1OC(N2[C@H]1OC1=C(C2)C=C(C=C1)C1=CC=C(C#N)C=C1)=O